[Sn].[In].[Ga].[Ag] silver-gallium indium tin